azidogold N(=[N+]=[N-])[Au]